(S)-N-(3-(5-cyano-2-methoxyphenyl)-1-(3,3,3-trifluoro-2-hydroxypropyl)-1H-pyrazol-4-yl)pyrazolo[1,5-a]pyrimidine-3-carboxamide C(#N)C=1C=CC(=C(C1)C1=NN(C=C1NC(=O)C=1C=NN2C1N=CC=C2)C[C@@H](C(F)(F)F)O)OC